C(C)C=1N=C(SC1CCC(=O)C1=CC(=C(C=C1)OCCO)C)C1=CC=C(C=C1)C(F)(F)F 3-(4-ethyl-2-(4-(trifluoromethyl)phenyl)thiazol-5-yl)-1-(4-(2-hydroxyethoxy)-3-methylphenyl)propan-1-one